3-methoxy-N,N-dimethylbenzylamine CN(C)CC1=CC(=CC=C1)OC